CN1S(NC(CC1C(=O)N)C=1SC(=NN1)C1=CC=CC=C1)(=O)=O 2-methyl-5-(5-phenyl-1,3,4-thiadiazol-2-yl)-1,2,6-thiadiazinane-3-carboxamide 1,1-dioxide